C(C)OC(C1=C(C=CC=C1)C1=NC(=C(C(=C1)O)C#N)C1=CC=C(C=C1)Br)=O (6-(4-bromophenyl)-5-cyano-4-hydroxypyridin-2-yl)benzoic acid ethyl ester